N-(3-methylphenyl)-1-(2,4-dichlorophenyl)-5-methyl-1H-pyrazole-3-carboxamide CC=1C=C(C=CC1)NC(=O)C1=NN(C(=C1)C)C1=C(C=C(C=C1)Cl)Cl